C[Si](C)(C)N.C[Si](C)(C)N.[Li] lithium bis(trimethylsilylamine)